Ethyl 8-amino-7-fluoro-1-isopropyl-4-oxo-4H-quinolizine-3-carboxylate NC=1C(=CN2C(C(=CC(=C2C1)C(C)C)C(=O)OCC)=O)F